chloro[2-(dicyclohexylphosphino)-3,6-dimethoxy-2',4',6'-tri-1-propyl-1,1'-biphenyl] ClC1=C(C(=C(C(=C1)OC)C1=C(C=C(C=C1CCC)CCC)CCC)P(C1CCCCC1)C1CCCCC1)OC